N1=C2C(=CC=C1)C[C@H](C2)NC(=O)C2=CC=NC=1N2N=C(C1C(=O)N)COC |r| Racemic-N7-(6,7-dihydro-5H-cyclopenta[b]pyridin-6-yl)-2-(methoxymethyl)pyrazolo[1,5-a]pyrimidine-3,7-dicarboxamide